COC(CC(CC(=O)OC)=O)=O.CN1C(=CC(C=C1)=O)N1[C@H]([C@H](CC1)NS(=O)(=O)C)CO[C@@H]1CC[C@@H](CC1)C1=CC=CC=C1 N-((2R,3S)-1-(1-methyl-4-oxo-1,4-dihydropyridin-2-yl)-2-((((CIS)-4-phenylcyclohexyl)oxy)methyl)pyrrolidin-3-yl)methanesulfonamide dimethyl-3-oxopentanedioate